α-methyl-α-phenylglycine CC(N)(C(=O)O)C1=CC=CC=C1